(R)-3-((5-(8-aminopyrido[3,4-d]pyrimidin-2-yl)-2-methylphenyl)ethynyl)-3-hydroxy-1-methylpyrrolidin-2-one trifluoroacetate FC(C(=O)O)(F)F.NC1=NC=CC2=C1N=C(N=C2)C=2C=CC(=C(C2)C#C[C@]2(C(N(CC2)C)=O)O)C